(S)-3-cyano-N-(1-(5-(trifluoromethyl)pyridin-2-yl)ethyl)but-3-enamide C(#N)C(CC(=O)N[C@@H](C)C1=NC=C(C=C1)C(F)(F)F)=C